ClC1=NC(=CC(=C1)C(=O)C1=NC=CC=C1)Cl (2,6-dichloro-4-pyridinyl)-(2-pyridinyl)methanone